[SnH2]1CCC1 stannetane